ClC=1C=C(C=C(C1)Cl)C[C@@H](COC(=O)OC1=CC=C(C=C1)[N+](=O)[O-])NC(OCC1C2=CC=CC=C2C=2C=CC=CC12)=O (9H-fluoren-9-yl)methyl (S)-(1-(3,5-dichlorophenyl)-3-(((4-nitrophenoxy)carbonyl)oxy)propan-2-yl)carbamate